(5-(3-cyanobenzyl)pyridin-2-yl)-1-methyl-6-oxo-1,6-dihydropyridine-3-carboxamide C(#N)C=1C=C(CC=2C=CC(=NC2)C=2N(C(C=CC2C(=O)N)=O)C)C=CC1